ClC1=C2CN(C(C2=CC=C1C(=O)N[C@@H](C(F)(F)F)C1=CC=C(C=C1)F)=O)C1C(NC(CC1)=O)=O 4-Chloro-2-(2,6-dioxopiperidin-3-yl)-1-oxo-N-((R)-2,2,2-trifluoro-1-(4-fluorophenyl)ethyl)isoindoline-5-carboxamide